CN1C(=NN=C1)[C@H](C1CC(C1)CC#N)C1=CC(=CC=C1)N1C(C2=CC(=CC(=C2C1)C(F)(F)F)CNC1(CCC1)C)=O 2-((1R,3s)-3-((S)-(4-methyl-4H-1,2,4-triazol-3-yl)(3-(6-(((1-methylcyclobutyl)amino)methyl)-1-oxo-4-(trifluoromethyl)isoindolin-2-yl)phenyl)methyl)-cyclobutyl)acetonitrile